C(#N)CC1NCCC1 2-(cyanomethyl)pyrrolidin